trans-2-methoxycarbonylcyclopropanecarboxylic acid COC(=O)[C@H]1[C@@H](C1)C(=O)O